F[B-](F)(F)F.C[NH2+]C N-methyl-methylammonium fluoroborate